chlorocyclohexaneformaldoxime ClC1(CCCCC1)C=NO